Ethyl-(2S)-2-[4-chloro-2-(4-ethoxy-4,5-dihydroisoxazol-3-yl)phenoxy]propanoat C(C)OC([C@H](C)OC1=C(C=C(C=C1)Cl)C1=NOCC1OCC)=O